(benzyloxy)-2-naphthylamine C(C1=CC=CC=C1)ONC1=CC2=CC=CC=C2C=C1